(S)-2-amino-2-cyclopropylpropionic acid N[C@@](C(=O)O)(C)C1CC1